C(C)(C)C1=C(C=C2C=CN(C2=C1)C)OC=1C(=NC(=NC1)N)N 5-(6-Isopropyl-1-methyl-1H-indol-5-yloxy)-pyrimidine-2,4-diamine